(2R,3R,4R)-4-azido-2-(6-bromopyridin-2-ylcarbamoyl)-3-fluoropyrrolidine-1-carboxylic acid tert-butyl ester C(C)(C)(C)OC(=O)N1[C@@H]([C@H]([C@@H](C1)N=[N+]=[N-])F)C(NC1=NC(=CC=C1)Br)=O